octabutoxyphthalocyanine CCCCOC1=C(C(=C2C(=C1)C3=NC2=NC4=C5C(=C(N4)N=C6C7=CC=CC=C7C(=N6)N=C8C9=CC=CC=C9C(=N3)N8OCCCC)C(=C(C(=C5OCCCC)OCCCC)OCCCC)OCCCC)OCCCC)OCCCC